FC(CCOC1=C(C(=C(C=C1)[C@H]1CC(N1C1=CC2=C(NC=N2)C=C1)=O)F)F)F (R)-4-(4-(3,3-difluoropropoxy)-2,3-difluorophenyl)-1-(1H-benzo[d]imidazol-5-yl)azetidin-2-one